F[P-](F)(F)(F)(F)F.N1(N=NC2=C1C=CC=C2)O[P+](N2CCCC2)(N2CCCC2)N2CCCC2 (1H-benzotriazol-1-yloxy)(tripyrrolidin-1-yl)phosphonium hexafluoroPhosphate